2-(3-chlorobenzyl)-8-methyl-N-propyl-4,5-dihydro-2H-furo[2,3-g]indazole-7-carboxamide ClC=1C=C(CN2N=C3C4=C(CCC3=C2)OC(=C4C)C(=O)NCCC)C=CC1